CN(C(=O)[C@H]1CN(C)[C@@H]2CC3=CN(C4=CC=CC(C2=C1)=C34)C(CC)=O)C(C)C 1-propionyl-lysergic acid methylisopropylamide